3-(1-(3-(1-methyl-1H-pyrazol-4-yl)propyl)-2,5-dihydro-1H-pyrrol-3-yl)-1H-indole CN1N=CC(=C1)CCCN1CC(=CC1)C1=CNC2=CC=CC=C12